CC1(CC1)[C@H]1CN(CCN1)C=1N=NC(=CN1)C1=C(C=C(C=C1)C1=CC=2C(N=C1)=NN(N2)C)[O-] 2-{3-[(3S)-3-(1-methylcyclopropyl)piperazin-1-yl]-1,2,4-triazin-6-yl}-5-(2-methyl-2H-[1,2,3]triazolo[4,5-b]pyridin-6-yl)phenolate